C(C)(C)(C)C1=NC=CC(=C1)C1CC2(C1)CCN(CC2)C(=O)OC(C)(C)C tert-Butyl 2-(2-(tert-butyl)pyridin-4-yl)-7-azaspiro[3.5]nonane-7-carboxylate